3-phenyl-4-piperidinamine C1(=CC=CC=C1)C1CNCCC1N